FC1=CC=C(C=C1)C1=NN(C=C1B1OC(C(O1)(C)C)(C)C)COCC[Si](C)(C)C 3-(4-fluorophenyl)-4-(4,4,5,5-tetramethyl-1,3,2-dioxaborolan-2-yl)-1-((2-(trimethylsilyl)ethoxy)methyl)-1H-pyrazole